BrC1=CC=C(C=C1)S(=O)(=O)NC12CC3(CC(CC(C1)C3)(C2)C)C 4-bromo-N-(3,5-dimethyltricyclo[3.3.1.13,7]dec-1-yl)benzenesulfonamide